4-Methyl-11-(propan-2-yl)-11-azatricyclo[6.2.1.02,7]undeca-2,4,6-triene hydrochloride Cl.CC=1C=C2C3CCC(C2=CC1)N3C(C)C